FC=1C=CC2=C(C(NO2)=O)C1 5-fluorobenzo[d]isoxazol-3(2H)-one